1-(3-(trifluoromethyl)benzyl)piperidin FC(C=1C=C(CN2CCCCC2)C=CC1)(F)F